IC1=NC=CC(=C1OC)I 2,4-diiodo-3-methoxypyridine